3-(3-((4-chlorobenzyl)oxy)-4-(ethylsulfonamido)phenyl)-5-((6-(trifluoromethyl)pyridin-2-yl)amino)-1H-pyrazole-4-carboxamide ClC1=CC=C(COC=2C=C(C=CC2NS(=O)(=O)CC)C2=NNC(=C2C(=O)N)NC2=NC(=CC=C2)C(F)(F)F)C=C1